C(C)(C)(C)OC(NC1=NC(=NS1)N1CC2(COC2)C1)=O (3-(2-oxa-6-azaspiro[3.3]heptan-6-yl)-1,2,4-thiadiazol-5-yl)carbamic acid tert-butyl ester